C(C)N1C(=NC=C1)S(=O)(=O)NC=1C=CC=C2C=CC(=NC12)C 1-ethyl-N-(2-methylquinolin-8-yl)-1H-imidazole-2-sulfonamide